N=1C=NN2C1C=C(C=C2)OCC21CC(C2)C1 3-(([1,2,4]triazolo[1,5-a]pyridin-7-yloxy)methyl)bicyclo[1.1.1]pentan